[Na].COC(CCC[Sb])OC 3-(dimethoxymethyl)propylantimony Sodium